C1(=CC=CC=C1)OC(=O)Br phenylbromoformic acid